C(C)(C)(C)OC(N[C@@H]1C2=C(OC13CCN(CC3)C3=NC(=C(N=C3C(C)=O)Br)N)C=CC=C2)=O (R)-(1'-(3-acetyl-6-amino-5-bromopyrazin-2-yl)-3H-spiro[benzofuran-2,4'-piperidine]-3-yl)carbamic acid tert-butyl ester